FC1(CC(C1)(C)C1=C(N=C2N1C=C(C=C2)OC2=NC=CC=C2OCC)C(=O)N)F (3,3-difluoro-1-methyl-cyclobutyl)-6-[(3-ethoxy-2-pyridyl)oxy]imidazo[1,2-a]pyridine-2-carboxamide